COC=1C=C(C=NC1NC1=CC(=C2C(=N1)NC=C2C(F)(F)F)NC)C(=O)N2CCN(CC2)C (5-methoxy-6-(4-(methylamino)-3-(trifluoromethyl)-1H-pyrrolo[2,3-b]pyridin-6-ylamino)pyridin-3-yl)(4-methylpiperazin-1-yl)methanone